[Zn+2].CC(C)(C)C1=CC=C(C(=O)[O-])C=C1.CC(C)(C)C1=CC=C(C(=O)[O-])C=C1 4-(1,1-dimethylethyl)benzoic acid zinc salt